tert-butyl (4R)-5-(6-amino-3-pyridyl)-2,5-diazabicyclo[2.2.1]heptane-2-carboxylate NC1=CC=C(C=N1)N1[C@H]2CN(C(C1)C2)C(=O)OC(C)(C)C